2-cyclopentyl-N3-(oxetan-3-yl)-6-(4-pyridinyl)pyridine-2,3-diamine C1(CCCC1)C1(NC(=CC=C1NC1COC1)C1=CC=NC=C1)N